C(C)C(CN1C(=C(C(C=C1)=O)OC(=O)C(C)(C)C)C#N)CCCC N-(2-ethylhexyl)-2-cyano-3-t-butylcarbonyloxy-pyridin-4-one